C(C)C1=C(CN2CC(CC2)C(=O)O)C=CC(=C1)C(C)=NOCC1=CC(=C(C=C1)C=1SC=CC1)C 1-(2-ethyl-4-(1-(((3-methyl-4-(thiophen-2-yl)benzyl)oxy)imino)ethyl)benzyl)pyrrolidine-3-carboxylic acid